2-(5-chlorobenzofuran-2-yl)-2,2-difluoro-N-((1r,2r)-1-hydroxy-1-(6-methoxypyridin-3-yl)-3-(pyrrolidin-1-yl)propan-2-yl)acetamide ClC=1C=CC2=C(C=C(O2)C(C(=O)N[C@@H]([C@@H](C=2C=NC(=CC2)OC)O)CN2CCCC2)(F)F)C1